6-(5-(4-fluorophenyl)-2-(((3-fluorophenyl)amino)methyl)-1H-imidazol-4-yl)imidazo[1,2-b]pyridazine-3-carboxylic acid ethyl ester C(C)OC(=O)C1=CN=C2N1N=C(C=C2)C=2N=C(NC2C2=CC=C(C=C2)F)CNC2=CC(=CC=C2)F